6-(3-((((benzyloxy)carbonyl)amino)methyl)-5-chlorothiophen-2-yl)-2-methylpyridine C(C1=CC=CC=C1)OC(=O)NCC1=C(SC(=C1)Cl)C1=CC=CC(=N1)C